tert-butyl (4-(3-((4-methyl-3-(trifluoromethyl)phenyl) carbamoyl)piperidin-2-yl)phenyl)carbamate CC1=C(C=C(C=C1)NC(=O)C1C(NCCC1)C1=CC=C(C=C1)NC(OC(C)(C)C)=O)C(F)(F)F